(S)-tert-Butyl 2-((4-fluoro-3-((1-(7-methoxy-2-methylquinolin-5-yl)cyclopropyl)carbamoyl)phenoxy)methyl)azetidine-1-carboxylate FC1=C(C=C(OC[C@H]2N(CC2)C(=O)OC(C)(C)C)C=C1)C(NC1(CC1)C1=C2C=CC(=NC2=CC(=C1)OC)C)=O